(S)-4-((2-methoxyethyl)(4-(5,6,7,8-tetrahydro-1,8-naphthyridin-2-yl)butyl)amino)-2-(((spiro[2.3]hexan-5-yloxy)carbonyl)amino)butanoic acid COCCN(CC[C@@H](C(=O)O)NC(=O)OC1CC2(CC2)C1)CCCCC1=NC=2NCCCC2C=C1